CC1=CC=C(C=C1)S(=O)(=O)OC=1N=C2N(C(C1)=O)C=C(S2)N2C[C@H]1N(CC2)CCC1 [5-oxo-2-[(8aS)-3,4,6,7,8,8a-hexahydro-1H-pyrrolo[1,2-a]pyrazin-2-yl]thiazolo[3,2-a]pyrimidin-7-yl] 4-methylbenzene-sulfonate